tert-Butyl 4-(4-(1-methyl-2,6-dioxopiperidin-3-yl)phenyl)piperazine-1-carboxylate CN1C(C(CCC1=O)C1=CC=C(C=C1)N1CCN(CC1)C(=O)OC(C)(C)C)=O